1,3-dimethyl-3-(2-oxo-2-phenylethyl)indolin-2-one CN1C(C(C2=CC=CC=C12)(CC(C1=CC=CC=C1)=O)C)=O